1-(2-iodoacetyl)-pyrrolidine-2-carbonitrile ICC(=O)N1C(CCC1)C#N